6-(6-(1-cyclopropyl-1H-pyrazol-4-yl)imidazo[1,2-b]pyridazin-3-yl)-N-((3S,4S)-4-fluoropyrrolidin-3-yl)pyridin-2-amine C1(CC1)N1N=CC(=C1)C=1C=CC=2N(N1)C(=CN2)C2=CC=CC(=N2)N[C@H]2CNC[C@@H]2F